2-(3-((S)-((7s,3R)-3-chlorocyclobutyl)(4-methyl-4H-1,2,4-triazol-3-yl)methyl)phenyl)-6-(((1-methylcyclobutyl)amino)methyl)-4-(trifluoromethyl)isoindolin-1-one ClC1CC(C1)[C@@H](C=1C=C(C=CC1)N1C(C2=CC(=CC(=C2C1)C(F)(F)F)CNC1(CCC1)C)=O)C1=NN=CN1C